(S)-5-amino-4-(5-(6-amino-4-phenylpyridin-2-yl)-1-oxoisoindolin-2-yl)-5-oxopentanoic acid tert-butyl ester C(C)(C)(C)OC(CC[C@@H](C(=O)N)N1C(C2=CC=C(C=C2C1)C1=NC(=CC(=C1)C1=CC=CC=C1)N)=O)=O